6-methanesulfonamido-1,3-benzothiazol CS(=O)(=O)NC1=CC2=C(N=CS2)C=C1